PYRIDO[4,3-D][1,3]OXAZIN-2-ONE N=1C(OC=C2C1C=CN=C2)=O